cobalt (II) bis(salicylaldehyde) C(C=1C(O)=CC=CC1)=O.C(C=1C(O)=CC=CC1)=O.[Co+2]